BrC1=CC2=C(C=3N(CCS2)C=C(N3)N3C(OC[C@H]3C(F)F)=O)C=C1 (S)-3-(9-bromo-5,6-dihydrobenzo[f]imidazo[1,2-d][1,4]thiazepin-2-yl)-4-(difluoromethyl)oxazolidin-2-one